(4aS,7S,7aR)-4,7-dimethyl-5,6,7,7a-tetrahydrocyclopenta[c]pyran-1(4aH)-thione CC=1[C@@H]2[C@H](C(OC1)=S)[C@H](CC2)C